(1-(2,6-Dimethoxyphenyl)-2-(6-ethoxypyridin-2-yl)-1H-imidazo[4,5-b]pyrazin-5-yl)-1-(5-methylpyrimidin-2-yl)methanesulfonamide COC1=C(C(=CC=C1)OC)N1C(=NC=2C1=NC=C(N2)C(S(=O)(=O)N)C2=NC=C(C=N2)C)C2=NC(=CC=C2)OCC